N1=CC=C(C=C1)C=1C(=C(C(=C(C1C)C)C1=CC=NC=C1)C)C 3,6-bis(4-pyridyl)-1,2,4,5-tetramethyl-benzene